2-chloro-4-(4-fluorophenyl)-2-hydroxy-6-isopropyl-pyrimidine-5-carbonitrile ClC1(NC(=C(C(=N1)C1=CC=C(C=C1)F)C#N)C(C)C)O